ClC(OC1=CC=C(C=C1)NC(=O)C=1C=C(C2=C(N=C3COCC[C@H](N32)C)C1)C=1C=C3C(=NC1)CN(C3=O)C)(F)F (R)-N-(4-(chlorodifluoromethoxy)phenyl)-5-methyl-7-(6-methyl-5-oxo-6,7-dihydro-5H-pyrrolo[3,4-b]pyridin-3-yl)-4,5-dihydro-1H,3H-benzo[4,5]imidazo[2,1-c][1,4]oxazepine-9-carboxamide